OCCCC1(CCC(CC1)=O)NC(OCC1=CC=CC=C1)=O Benzyl N-[1-(3-hydroxypropyl)-4-oxo-cyclohexyl]carbamate